(4R,5R)-ethyl-5-(4-methylthiazol-5-yl)-2,2-dimethyl-1,3-dioxolane-4-carboxylate C(C)OC(=O)[C@@H]1OC(O[C@H]1C1=C(N=CS1)C)(C)C